5,6-dichlorobenzoxazolone ClC=1C(=CC2=C(NC(O2)=O)C1)Cl